CNC1=CC=C(C=C1)C1=CC=C(C=C1)NC N,N'-dimethyl-4,4'-biphenyl-diamine